NC1=NC(=C(C(=N1)N[C@H](CCO)CCC)CC1=CC=C(CN(CCNC(OCCCC)=O)C)C=C1)C (S)-Butyl (2-((4-((2-amino-4-((1-hydroxyhexan-3-yl)amino)-6-methylpyrimidin-5-yl)methyl)benzyl)(methyl)amino)ethyl)carbamate